F[C@@H]1C2CC[C@@H](C[C@@H]1N(C=1N=CC(=NC1)C1=CC=C3C(N(C=NC3=C1O)C)=O)C)N2 7-(5-{[(2R,3S,5S)-2-fluoro-8-azabicyclo[3.2.1]octan-3-yl](methyl)amino}pyrazin-2-yl)-8-hydroxy-3-methyl-3,4-dihydroquinazolin-4-one